1-(8-isopropyl-2-(methylthio)pyrazolo[1,5-a][1,3,5]triazin-4-yl)benzene C(C)(C)C=1C=NN2C1N=C(N=C2C2=CC=CC=C2)SC